C(O)C=1C(NC(NC1)=O)=O methyloluracil